[O-]S(=O)(=O)C(F)(F)F.[Ru+2].CC1C(=C(C(=C1C)C)C)C.[O-]S(=O)(=O)C(F)(F)F pentamethylcyclopentadiene ruthenium(II) triflate